BrC=1C=C(C(=C(C#N)C1)F)OC(F)F 5-bromo-3-(difluoromethoxy)-2-fluorobenzonitrile